(2-amino-ethyl)-carbamic acid tert-butyl ester C(C)(C)(C)OC(NCCN)=O